NC1C(CN(CC1)C(=O)OCC1=CC=CC=C1)C(=O)O 4-amino-1-phenylmethoxycarbonylpiperidine-3-carboxylic acid